6-bromohexyl (2-hexyloctyl) Carbonate C(OCCCCCCBr)(OCC(CCCCCC)CCCCCC)=O